C12(CC3CC(CC(C1)C3)C2)NS(=O)(=O)CCOC2=C3C(N(C(=NC3=CC=C2)C)C2C(NC(CC2)=O)=O)=O N-((3s,5s,7s)-adamantan-1-yl)-2-((3-(2,6-dioxopiperidin-3-yl)-2-methyl-4-oxo-3,4-Dihydroquinazolin-5-yl)oxy)ethane-1-sulfonamide